ClC1=NC2=C(C(=C(C=C2C(=N1)N1C[C@H]2CC[C@@H](C1)N2C(=O)OC(C)(C)C)Cl)C2=CC(=CC1=CC=C(C(=C21)CC)F)OCOC)F tert-butyl (1R,5S)-3-((R or S)-2,6-dichloro-7-(8-ethyl-7-fluoro-3-(methoxymethoxy)naphthalen-1-yl)-8-fluoroquinazolin-4-yl)-3,8-diazabicyclo[3.2.1]octane-8-carboxylate